N-[8-Chloro-[1-(pyridin-2-yl)piperidin-4-yl]-5,6-dihydro-4H-[1,2,4]triazolo[4,3-a][1]benzazepin-5-yl]acetamid ClC=1C=CC2=C(CC(CC=3N2C(=NN3)C3CCN(CC3)C3=NC=CC=C3)NC(C)=O)C1